N-(β-L-rhamnopyranosyl)ferulic acid amide [C@H]1([C@H](O)[C@H](O)[C@@H](O)[C@@H](O1)C)NC(\C=C\C1=CC(OC)=C(O)C=C1)=O